6-(2-((tert-butyldiphenylsilyl)oxy)-6-fluorophenyl)-7-chloro-4-cyclopentylphthalazin [Si](C1=CC=CC=C1)(C1=CC=CC=C1)(C(C)(C)C)OC1=C(C(=CC=C1)F)C=1C=C2C(=NN=CC2=CC1Cl)C1CCCC1